methyl rel-(2R,4R)-4-[[3-(3,5-dichlorophenyl)-5-vinyl-4H-isoxazole-5-carbonyl]amino]tetrahydrofuran-2-carboxylate ClC=1C=C(C=C(C1)Cl)C1=NOC(C1)(C(=O)N[C@@H]1C[C@@H](OC1)C(=O)OC)C=C |o1:16,18|